N-(5-((Dimethylamino)methyl)-2-methylphenyl)-3'-methoxy-[1,1'-biphenyl]-4-amin CN(C)CC=1C=CC(=C(C1)NC1=CC=C(C=C1)C1=CC(=CC=C1)OC)C